FC1=C(N=CC2=C1N=C(N=C2N2CCC(CC2)S(=O)(=O)F)OCC21CCCN1CCC2)C2=CC=CC1=CC=C(C(=C21)C#C[Si](C(C)C)(C(C)C)C(C)C)F 1-(8-fluoro-7-(7-fluoro-8-((triisopropylsilyl)ethynyl)naphthalen-1-yl)-2-((tetrahydro-1H-pyrrolizin-7a(5H)-yl)methoxy)pyrido[4,3-d]pyrimidin-4-yl)piperidine-4-sulfonyl fluoride